O=C1C2(C3=C(C=[N+](C=4C=CC=CC34)[O-])N1)CC2 oxo-2',3'-dihydrospiro[cyclopropane-1,1'-pyrrolo[2,3-c]quinoline] 5'-oxide